C1(CCCCC1)CC(=O)O[C@@H]1[C@H](O[C@@]([C@@H]1O)(C#N)C1=CC=C2C(=NC=NN21)N)COC(C)=O (2R,3S,4R,5R)-2-(acetoxymethyl)-5-(4-aminopyrrolo[2,1-f][1,2,4]triazin-7-yl)-5-cyano-4-hydroxytetrahydrofuran-3-yl 2-cyclohexylacetate